(S)-2-(4-((4-(3-((2-(1-hydroxyethyl)-1H-imidazol-1-yl)methyl)isoxazol-5-yl)phenyl)ethynyl)phenyl)propan-2-ol methyl-2,3-diamino-5-iodo-benzoate CC1=C(C(=C(C(=O)OC(C)(C)C2=CC=C(C=C2)C#CC2=CC=C(C=C2)C2=CC(=NO2)CN2C(=NC=C2)[C@H](C)O)C=C1I)N)N